C(C)C=1C=NC(=NC1)N1CCCC1 (R)-1-(5-ethylpyrimidin-2-yl)pyrrolidin